CS(=O)(=O)C1=C(C=CC(=C1)S(F)(F)(F)(F)F)O 2-(Methylsulfonyl)-4-(pentafluoro-λ6-sulfaneyl)phenol